(2R)-2-amino-3-[6-[4-cyano-2-(2-methyl-6-morpholin-4-ylpyridin-4-yl)oxyphenyl]pyridin-3-yl]propanoic acid N[C@@H](C(=O)O)CC=1C=NC(=CC1)C1=C(C=C(C=C1)C#N)OC1=CC(=NC(=C1)N1CCOCC1)C